C1=C(C=CC2=CC=CC=C12)C=1C=C(C=2CC3=CC=C(C=C3C2C1)C1=CC2=CC=CC=C2C=C1)C(=O)[O-] 3,6-bis(naphth-2-yl)fluoreneAt